C(C1=CC=CC=C1)C=1NC(=NN1)C(=O)NC1=NC=CC(=C1)C1=C(C=CC(=C1)OCCOC(C)(C)C)C=O 5-benzyl-N-(4-(5-(2-(tert-butoxy)ethoxy)-2-formylphenyl)pyridin-2-yl)-4H-1,2,4-triazole-3-carboxamide